3-[[4-[(E)-3-(4-Butoxyphenyl)prop-2-enoyl]phenyl]sulfonylamino]propanoic acid C(CCC)OC1=CC=C(C=C1)/C=C/C(=O)C1=CC=C(C=C1)S(=O)(=O)NCCC(=O)O